2-Ethyl-4-isopropyl-5-[7-(1,2,3,4-tetrahydro-acridin-9-ylamino)-heptyl-iminio]-[1,2,4]thiadiazolidin-3-one C(C)N1SC(N(C1=O)C(C)C)=[NH+]CCCCCCCNC=1C2=CC=CC=C2N=C2CCCCC12